tert-butyl 4-(6-chloro-8-((5-chloro-6-fluoro-1-(tetrahydro-2H-pyran-2-yl)-1H-indazol-4-yl)oxy)-2-(methylsulfonyl)pyrido[3,4-d]pyrimidin-4-yl)piperazine-1-carboxylate ClC1=CC2=C(N=C(N=C2N2CCN(CC2)C(=O)OC(C)(C)C)S(=O)(=O)C)C(=N1)OC1=C2C=NN(C2=CC(=C1Cl)F)C1OCCCC1